2-(2-methyl-1,3-benzoxazol-6-yl)-7-(4-methylpiperazin-1-yl)-4H-pyrido[1,2-a]pyrimidin-4-one CC=1OC2=C(N1)C=CC(=C2)C=2N=C1N(C(C2)=O)C=C(C=C1)N1CCN(CC1)C